NC1=NC=CC=C1C1=NC=2C(=NC(=CC2)N2N=CC=C2)N1C=1C=C2CC[C@@H](C2=CC1)N1C=NC2=CC(=C(C=C2C1=O)C=O)O 3-[(1S)-5-[2-(2-aminopyridin-3-yl)-5-(pyrazol-1-yl)imidazo[4,5-b]pyridin-3-yl]-2,3-dihydro-1H-inden-1-yl]-7-hydroxy-4-oxoquinazoline-6-carbaldehyde